CNC=1C2=C(N=CN1)N(C=C2)[C@H]2[C@@H]([C@@H]([C@H](C2)COCCCNCCC2=CC(=CC=C2)OC2=CC=CC=C2)O)O (1R,2S,3R,5R)-3-(4-(methylamino)-7H-pyrrolo[2,3-d]pyrimidin-7-yl)-5-((3-((3-phenoxyphenethyl)amino)propoxy)methyl)cyclopentane-1,2-diol